N-[2-[(2-aminoethyl)amino]ethyl]-1,4-piperazinediethanamine NCCNCCNCCN1CCN(CC1)CCN